FC(F)(F)S(=O)ON1C(C2=C(C(=C(C(=C2C1=O)Cl)Cl)Cl)Cl)=O 4,5,6,7-tetrachloro-1,3-dioxoisoindol-2-yl trifluoromethyl-sulfinate